FC=1C=C(C=C(C1C(=O)C1=NSC=N1)F)C1=CC=CC=C1 (3,5-difluoro-[1,1'-biphenyl]-4-yl)(1,2,4-thiadiazol-3-yl)methanone